2,6-Difluoro-3-[5-(hydroxymethyl)-1,3,4-thiadiazol-2-yl]phenol FC1=C(C(=CC=C1C=1SC(=NN1)CO)F)O